OC1(CCOC2=C1C=CC(=C2)C)CS(=O)(=O)NC(OC(C)(C)C)=O tert-butyl N-[(4-hydroxy-7-methyl-3,4-dihydro-2H-1-benzopyran-4-yl)methanesulfonyl]carbamate